CN(C1=CC=NC=C1)C 4-(Dimethyl-amino)pyridin